BrC(=O)OC(CC)CC 1-ethylpropyl bromoformate